C(CCCC)(=O)OOCCCC butyl peroxyvalerate